(4-CHLORO-3-HYDROXYPHENYL)BORONIC ACID ClC1=C(C=C(C=C1)B(O)O)O